OC1=C2C=CNC2=CC=C1 4-hydroxy-1H-indole